(S)-1-[6-({4-[6-(m-cyanophenyl)-2-(2-hydroxy-2-methylpropylamino)-4-pyrimidinyl]-1H-1,2,3-triazol-1-yl}methyl)-2-pyridinyl]-2-pyrrolidinecarboxylic acid methyl ester COC(=O)[C@H]1N(CCC1)C1=NC(=CC=C1)CN1N=NC(=C1)C1=NC(=NC(=C1)C1=CC(=CC=C1)C#N)NCC(C)(C)O